tert-butyl (3R,4R)-3-(3,4-dichlorophenyl)-4-(2-oxoimidazolidin-1-yl)piperidine-1-carboxylate ClC=1C=C(C=CC1Cl)[C@@H]1CN(CC[C@H]1N1C(NCC1)=O)C(=O)OC(C)(C)C